C(=O)C1=C(C(=O)O)C=CC(=C1)C=O 2,4-diformylbenzoic acid